3-(2,4-dimethyl-6-(phosphonooxy)phenyl)-3-methylbutanethioic S-acid CC1=C(C(=CC(=C1)C)OP(=O)(O)O)C(CC(S)=O)(C)C